Cl.CN(CC=O)C 2-(Dimethylamino)acetaldehyde hydrochloride